[Cl-].[Cl-].[Ti+2].CC1=C(C(=C(C1)C)C)C tetramethylcyclopentadiene titanium dichloride